BrC1=CC2=C(CCNCC2)C=C1 7-bromo-2,3,4,5-tetrahydro-1H-3-benzazepine